3-(5-(((1S,2R)-2-(3-(2-chlorophenyl)azetidin-1-yl)cyclohexyl)oxy)-1-oxoisoindolin-2-yl)piperidine-2,6-dione ClC1=C(C=CC=C1)C1CN(C1)[C@H]1[C@H](CCCC1)OC=1C=C2CN(C(C2=CC1)=O)C1C(NC(CC1)=O)=O